C(C1=CC=CC=C1)C(C(=O)O)CCCCCCCCCC(=O)O monobenzyl-dodecanedioic acid